CN1N=C(N=C1N1CCC(CC1)C(F)(F)F)C1=CC=C(N)C=C1 4-[1-Methyl-5-[4-(trifluoromethyl)-1-piperidyl]-1,2,4-triazol-3-yl]aniline